5-(4-methyl-3-quinolyl)spiro[3H-benzofuran-2,4'-piperidine] 2HCl Cl.Cl.CC1=C(C=NC2=CC=CC=C12)C=1C=CC2=C(CC3(CCNCC3)O2)C1